1-(1-((2-(3,5-dichlorophenyl)-6-((2-(4-methylpiperazin-1-yl)pyrimidin-5-yl)oxy)pyridin-4-yl)methyl)piperidin-4-yl)propan-2-ol ClC=1C=C(C=C(C1)Cl)C1=NC(=CC(=C1)CN1CCC(CC1)CC(C)O)OC=1C=NC(=NC1)N1CCN(CC1)C